[C-]#[Zr+] zirconium(IV) carbide